6-bromo-3-(3,3-difluorobutyl)-3-methyl-isobenzofuran BrC1=CC=C2C(OCC2=C1)(C)CCC(C)(F)F